4-(2-Amino-2-methylpropanoyl)-N-(1-(4-((((3-hydroxyazetidin-3-yl)methyl)amino)methyl)phenyl)-2-oxo-1,2-dihydropyrimidin-4-yl)piperazine-1-carboxamide hydrochloride salt Cl.NC(C(=O)N1CCN(CC1)C(=O)NC1=NC(N(C=C1)C1=CC=C(C=C1)CNCC1(CNC1)O)=O)(C)C